methyl 6-[5-[1-benzyloxy-2,2,2-trifluoro-1-(3-oxopropoxymethyl)ethyl]-1,3,4-oxadiazol-2-yl]-5-(tert-butoxycarbonylamino)-3-(trifluoromethyl)pyridine-2-carboxylate C(C1=CC=CC=C1)OC(C(F)(F)F)(COCCC=O)C1=NN=C(O1)C1=C(C=C(C(=N1)C(=O)OC)C(F)(F)F)NC(=O)OC(C)(C)C